methyl (2s,4r)-1-propenoyl-5-allyl-4-methoxypyrrolidine-2-carboxylate C(C=C)(=O)N1[C@@H](C[C@H](C1CC=C)OC)C(=O)OC